[Sn].[K] potassium-tin